OCCC1=CC(=CC=C1)CCO 1,3-bishydroxyethylbenzene